tert-butyl (3-(7-chlorothieno[3,2-b]pyridin-2-yl)-1-(methylamino)-1-oxopropan-2-yl)carbamate ClC1=C2C(=NC=C1)C=C(S2)CC(C(=O)NC)NC(OC(C)(C)C)=O